2-chloro-2'-deoxy-adenosine ClC=1N=C(C=2N=CN([C@H]3C[C@H](O)[C@@H](CO)O3)C2N1)N